O[C@@H]1C[C@H]2[C@H](CCC3=C(O2)C=C(C=C3)C(=O)O)[C@H]1\C=C\[C@H]([C@H](CCCC)C(F)(F)F)O (1R,2R,3aS,10aR)-2-hydroxy-1-[(1E,3R,4S)-3-hydroxy-4-(trifluoromethyl)-1-octen-1-yl]-2,3,3a,9,10,10a-hexahydro-1H-benzo[b]cyclopenta[f]oxepin-6-carboxylic acid